para-(di-tert-butylfluorosilyl)benzaldehyde C(C)(C)(C)[Si](C1=CC=C(C=O)C=C1)(F)C(C)(C)C